ClC=1C=C(C=CC1C)NC(=O)NCCCSC1=C2CN(C(C2=CC=C1)=O)C1C(NC(CC1)=O)=O 1-(3-chloro-4-methylphenyl)-3-(3-((2-(2,6-dioxopiperidin-3-yl)-1-oxoisoindolin-4-yl)thio)propyl)urea